BrC1=C(C=C(C(=C1)Cl)S(=O)C)OC 1-bromo-5-chloro-2-methoxy-4-(methylsulfinyl)benzene